N-(1-amino-3-hydroxy-2-methyl-1-oxopropan-2-yl)-5-((trans-(cis)-bicyclo[3.1.0]hexan-3-yl)oxy)-2-methylbenzofuran-3-carboxamide NC(C(CO)(C)NC(=O)C1=C(OC2=C1C=C(C=C2)OC2CC1CC1C2)C)=O